[Co].N1(N=CC=C1)C1=NC=CC(=C1)C(C)(C)C.N1(N=CC=C1)C1=NC=CC(=C1)C(C)(C)C.N1(N=CC=C1)C1=NC=CC(=C1)C(C)(C)C tris[2-(1H-pyrazol-1-yl)-4-tert-butylpyridine] cobalt